7-Bromo-2,3-dihydro-1H-inden-5-ol BrC=1C=C(C=C2CCCC12)O